FC1=C(C=CC=C1)CO (o-fluorophenyl)methanol